CC(C(=O)[O-])CCCCC 2-methylheptanoate